C(C1CO1)OC(C[Si](OC)(OC)OC)CC beta-glycidoxybutyl-trimethoxysilane